N1=C(N=C(N=C1NC1=NC(=NC(=N1)N)N)NC1=NC(=NC(=N1)N)N)NC1=NC(=NC(=N1)N)N N2,N2',N2''-(1,3,5-Triazine-2,4,6-triyl)tris(1,3,5-triazine-2,4,6-triamine)